1-[3-(dimethylisopropoxysilyl)phenyl]-1-phenylethene C[Si](C=1C=C(C=CC1)C(=C)C1=CC=CC=C1)(OC(C)C)C